C1C2(CC3=CC=CC=C13)CC2 1',3'-dihydrospiro[cyclopropane-1,2'-indene]